(+-)-1,7,7-trimethylbicyclo[2.2.1]heptan-2-one CC12C(CC(CC1)C2(C)C)=O